1',2',3',4'-tetrahydro-[1,1'-biphenyl] C1(=CC=CC=C1)C1CCCC=C1